(S)-2-(4-(4-chlorophenyl)-2,3,9-trimethyl-6H-thieno[3,2-f][1,2,4]triazolo[4,3-a][1,4]diazepin-6-yl)-N-(5-((5-(2-oxoindolin-5-yl)pyridin-2-yl)amino)pentyl)acetamide ClC1=CC=C(C=C1)C1=N[C@H](C=2N(C3=C1C(=C(S3)C)C)C(=NN2)C)CC(=O)NCCCCCNC2=NC=C(C=C2)C=2C=C3CC(NC3=CC2)=O